methyl (1S,4R)-4-[[3-(3,5-dichlorophenyl)-4,5-dihydro-3aH-thieno[3,2-d]isoxazole-6a-carbonyl]amino]cyclopent-2-ene-1-carboxylate ClC=1C=C(C=C(C1)Cl)C1=NOC2(C1CCS2)C(=O)N[C@H]2C=C[C@H](C2)C(=O)OC